2-cyclopropyl-6-methyl-N-(3-(1-((4-methyl-4H-1,2,4-triazol-3-yl)methyl)cyclobutyl)phenyl)pyrimidine-4-carboxamide C1(CC1)C1=NC(=CC(=N1)C(=O)NC1=CC(=CC=C1)C1(CCC1)CC1=NN=CN1C)C